N-[(2R)-1,4-Dioxan-2-ylmethyl]-8-methyl-2-(pyrimidin-2-ylmethyl)-4,5-dihydro-2H-furo[2,3-g]indazol-7-carboxamid O1[C@@H](COCC1)CNC(=O)C1=C(C2=C(CCC3=CN(N=C23)CC2=NC=CC=N2)O1)C